NC=1N=C(SC1C(=O)C1=CC(=NO1)C(=O)NC1(CCC1)C)N(C1=CC(=C(C=C1)F)F)[C@H](C(=O)N)C (S)-5-[4-Amino-2-(N-(2-amino-1-methyl-2-oxoethyl)-3,4-difluoro-anilino)thiazol-5-carbonyl]-N-(1-methylcyclobutyl)isoxazol-3-carboxamid